FC1=NN(C=C1C=1C=C(C=2N(C1)N=CC2C#N)SC2=NC=CC=C2F)[C@@H]2CNCCC2 (S)-6-(3-fluoro-1-(piperidin-3-yl)-1H-pyrazol-4-yl)-4-((3-fluoropyridin-2-yl)thio)pyrazolo[1,5-a]pyridine-3-carbonitrile